NC1=C2C(=NC=N1)N(N=C2I)C2CCC(CC2)=O 4-(4-amino-3-iodo-1H-pyrazolo[3,4-d]pyrimidin-1-yl)cyclohexane-1-one